FC=1C=C(C=NC1N1C=NC(=C1)N1CCOCC1)NC(CN1N=C(C(=C1)C)C(F)(F)F)=O N-(5-fluoro-6-(4-morpholino-1H-imidazol-1-yl)pyridin-3-yl)-2-(4-methyl-3-(trifluoromethyl)-1H-pyrazol-1-yl)acetamide